1-(4-methoxybenzyl)quinolin 4-(5-(2-(cyclopropylsulfonyl)-4-((5-methyl-1H-pyrazol-3-yl)amino)phenyl)-1H-imidazol-2-yl)cyclohexylcarbamate C1(CC1)S(=O)(=O)C1=C(C=CC(=C1)NC1=NNC(=C1)C)C1=CN=C(N1)C1CCC(CC1)NC(O)=O.COC1=CC=C(CN2CC=CC3=CC=CC=C23)C=C1